(2r,4r)-4-fluoro-2-(hydroxymethyl)pyrrolidine-1-carboxylic acid tert-butyl ester C(C)(C)(C)OC(=O)N1[C@H](C[C@H](C1)F)CO